N-[1-(5-fluoro-1H-indol-4-yl)-4-piperidinyl]-N-methylcarbamic acid tert-butyl ester C(C)(C)(C)OC(N(C)C1CCN(CC1)C1=C2C=CNC2=CC=C1F)=O